C1(=CC=CC=C1)S(=O)(=O)N1C=CC=2C1=NC=CC2C2=CC(=C(N2COCC[Si](C)(C)C)C2=CC=C(C=C2)OC(F)(F)F)C(=O)OC Methyl 5-[1-(phenylsulfonyl)-1H-pyrrolo[2,3-b]pyridin-4-yl]-2-[4-(trifluoromethoxy)phenyl]-1-{[2-(trimethylsilyl) ethoxy]methyl}-1H-pyrrole-3-carboxylate